N4-(5-cyclopentyl-1H-pyrazol-3-yl)-N2-methyl-N2-(piperidin-4-yl)pyrimidine-2,4-diamine C1(CCCC1)C1=CC(=NN1)NC1=NC(=NC=C1)N(C1CCNCC1)C